CN1CCN(CC1)C1(CCCCCC1)CN (1-(4-methylpiperazin-1-yl)cycloheptyl)methanamine